Br[C@H]1[C@@H]2N(C([C@H]1CC2=O)=O)CC2=CC=C(C=C2)OC (1R,4R,7R)-(+)-7-Bromo-2-(4-methoxy-benzyl)-2-azabicyclo[2.2.1]heptane-3,6-dione